[Br-].N1[C@@H](CCC1)CO L-prolinol bromide